2-(trimethylsilyl)ethyl (4-(((2S,4R)-2-methyl-1-propionyl-1,2,3,4-tetrahydroquinolin-4-yl)amino)phenyl)carbamate C[C@@H]1N(C2=CC=CC=C2[C@@H](C1)NC1=CC=C(C=C1)NC(OCC[Si](C)(C)C)=O)C(CC)=O